COCCOC1=CC=2CC3=CC(=CC=C3C2C=C1)OCCOC 2,7-di(methoxyethoxy)fluorene